2-((1R,3R)-1-Hydroxy-4-methyl-3-((2S,3S)-3-methyl-2-((R)-1-methylpiperidine-2-carboxamido)-N-(pent-4-ynyloxy)pentanamido)pentyl)thiazole-4-carboxylic acid O[C@H](C[C@H](C(C)C)N(C([C@H]([C@H](CC)C)NC(=O)[C@@H]1N(CCCC1)C)=O)OCCCC#C)C=1SC=C(N1)C(=O)O